ClC=1C=C(C=CC1Cl)C1=C(C=CC(=C1)F)NC(=O)C=1C(=NN(C1)C)C(F)F N-(3',4'-dichloro-5-fluorobiphenyl-2-yl)-3-(difluoromethyl)-1-methyl-1H-pyrazole-4-carboxamide